tert-butyl (2R,5S)-4-(6-chloro-1-(4,6-diisopropyl-2-vinylpyrimidin-5-yl)-7-(2-fluorophenyl)-2-oxo-1,2-dihydropyrido[2,3-d]pyrimidin-4-yl)-2,5-dimethylpiperazine-1-carboxylate ClC1=CC2=C(N(C(N=C2N2C[C@H](N(C[C@@H]2C)C(=O)OC(C)(C)C)C)=O)C=2C(=NC(=NC2C(C)C)C=C)C(C)C)N=C1C1=C(C=CC=C1)F